OC=1C=CC(=C2C[C@H](OC(C12)=O)C)I (R)-8-hydroxy-5-iodo-3-methylisochroman-1-one